3-methoxy-4-{2-[4-(4-methoxyphenyl)piperazin-1-yl]Ethoxy}benzaldehyde oxime COC=1C=C(C=NO)C=CC1OCCN1CCN(CC1)C1=CC=C(C=C1)OC